yttrium tris-(methylcyclopentadienyl)yttrium CC1(C=CC=C1)[Y](C1(C=CC=C1)C)C1(C=CC=C1)C.[Y]